C1(CC1)CN(C(=O)C=1N=C(NC1)[C@H]1N(C[C@@H](C1)O)C(=O)OC(C)(C)C)CC1=CC=C(C=C1)C1=C(N=CS1)C tert-butyl (2S,4R)-2-[4-[cyclopropylmethyl-[[4-(4-methyl-1,3-thiazol-5-yl)phenyl]methyl]carbamoyl]-1H-imidazol-2-yl]-4-hydroxypyrrolidine-1-carboxylate